[Cl-].P1CCCC1 phospholane chloride